N1=C(N=CC=C1)O[C@@H]1CN(C[C@H]1OCC1=CC=C(C=C1)C(F)(F)F)C(=O)OC(C)(C)C tert-Butyl trans-3-(pyrimidin-2-yloxy)-4-((4-(trifluoromethyl)benzyl)oxy)pyrrolidine-1-carboxylate